OCCCN1N=NC(=C1)C=1C(=C2C(=NC1)SC(=C2)C=2C=CC(NC2)=O)NC(C)C 5-(5-(1-(3-hydroxypropyl)-1H-1,2,3-triazol-4-yl)-4-(isopropylamino)thieno[2,3-b]pyridin-2-yl)pyridin-2(1H)-one